ClC=1C=C(C=CC1)C1=CN=CN1C 5-(3-chlorophenyl)-1-methyl-imidazole